ClC1=CC=C(OCC2=NC=CC(=C2)OC2CCN(CC2)CC2=NC3=C(N2C[C@H]2OCC2)C=C(C=C3)C(=O)O)C=C1 2-{[4-({2-[(4-chlorophenoxy)methyl]pyridin-4-yl}oxy)piperidin-1-yl]methyl}-1-{[(2S)-oxetan-2-yl]methyl}-1H-1,3-benzodiazole-6-carboxylic acid